2-ethoxy-4-(p-toluenesulfonyloxy)butanoic acid methyl ester COC(C(CCOS(=O)(=O)C1=CC=C(C)C=C1)OCC)=O